2,2-dimethyl-1-propanone CC(C=O)(C)C